C1(=CC=CC=C1)CCN1CCC(CC1)N(C(C=C)=O)C1=CC=CC=C1 N-(1-(2-phenylethyl)-4-piperidinyl)-N-phenylacrylamide